9-(4-methoxybicyclo[2.1.1]hexan-1-yl)-7-methyl-2-((7-methyl-[1,2,4]triazolo[1,5-a]pyridin-6-yl)amino)-7,9-dihydro-8H-purin-8-one COC12CCC(C1)(C2)N2C1=NC(=NC=C1N(C2=O)C)NC=2C(=CC=1N(C2)N=CN1)C